tert-butyl 4-[4-[[(2S)-1-[4-[[2-(methoxycarbonylamino)-4-methyl-1,3-thiazol-5-yl]sulfonyl]piperazin-1-yl]propan-2-yl]amino]quinazolin-8-yl]-3,5-dimethylpyrazole-1-carboxylate COC(=O)NC=1SC(=C(N1)C)S(=O)(=O)N1CCN(CC1)C[C@H](C)NC1=NC=NC2=C(C=CC=C12)C=1C(=NN(C1C)C(=O)OC(C)(C)C)C